C1(CC1)S(=O)(=O)N1N=CC(=C1)B1OC(C(O1)(C)C)(C)C 1-(cyclopropylsulfonyl)-4-(4,4,5,5-tetramethyl-1,3,2-dioxaborolan-2-yl)-1H-pyrazole